FC1=C(C(=CC(=C1)N1CC(C1)NCCO)F)N1C(N(C=2N=CC(=CC2C=2C=CC(=CC12)C#N)F)CC)=O 10-(2,6-difluoro-4-{3-[(2-hydroxyethyl)amino]azetidin-1-yl}phenyl)-8-ethyl-4-fluoro-9-oxo-6,8,10-triazatricyclo[9.4.0.02,7]pentadeca-1(11),2(7),3,5,12,14-hexaene-13-carbonitrile